tert-butyl 3,4-dihydro-2H-quinoxaline-1-carboxylate N1(CCNC2=CC=CC=C12)C(=O)OC(C)(C)C